C(C1=CC=CC=C1)N1N=CC2=C(C1=O)N(C1=C2SC(=N1)C(C1=NN(C=C1)COCC[Si](C)(C)C)S(=O)(=O)C1=CC=CC=C1)C1CC1 6-benzyl-4-cyclopropyl-2-((phenylsulfonyl)(1-((2-(trimethylsilyl)ethoxy)methyl)-1H-pyrazol-3-yl)methyl)-4,6-dihydro-5H-thiazolo[5',4':4,5]pyrrolo[2,3-d]pyridazin-5-one